C1CCC(C[N+]12CC[N+]1(CCCC(C1)O)CC2)O 6,9-diazoniadispiro[5.2.59.26]hexadecane-4,13-diol